tert-butyl (S)-4-(5-(6-(1-(tert-butoxy)-2-ethoxy-2-oxoethyl)-7-(4-chlorophenyl)-5-methylbenzo[d]thiazol-2-yl)-1-cyclopropyl-1H-indazol-3-yl)piperidine-1-carboxylate C(C)(C)(C)O[C@H](C(=O)OCC)C1=C(C2=C(N=C(S2)C=2C=C3C(=NN(C3=CC2)C2CC2)C2CCN(CC2)C(=O)OC(C)(C)C)C=C1C)C1=CC=C(C=C1)Cl